C(C)(C)(C)N1N=C(C=C1NC=1N=CC(=NC1)C(=O)OC)[C@@H]1C[C@@H](CC1)OC(NC1(CC1)C)=O methyl 5-((1-(tert-butyl)-3-((1S,3R)-3-(((1-methylcyclopropyl)carbamoyl)oxy)cyclopentyl)-1H-pyrazol-5-yl)amino)pyrazine-2-carboxylate